(6-(trifluoromethyl)pyridin-3-yl)methyl methanesulfonate CS(=O)(=O)OCC=1C=NC(=CC1)C(F)(F)F